Cl.OC1(CCN(CC1)C(C[C@@H](C)C1=CC=CC=C1)=O)CN1C=NN2C(C1=O)=NC=C2C=2C=C1CC(CC1=CC2)NC 3-((4-hydroxy-1-((R)-3-phenylbutyryl)piperidin-4-yl)methyl)-7-(2-(methylamino)-2,3-dihydro-1H-inden-5-yl)imidazo[2,1-f][1,2,4]triazin-4(3H)-one hydrochloride